methyl(((1-methyl-1H-pyrazol-4-yl)methyl)imino)((6-(5-(trifluoromethyl)-1,2,4-oxadiazol-3-yl)imidazo[1,2-a]pyridin-2-yl)methyl)-λ6-sulfanone CS(=O)(CC=1N=C2N(C=C(C=C2)C2=NOC(=N2)C(F)(F)F)C1)=NCC=1C=NN(C1)C